7-(4,4,5,5-tetramethyl-1,3,2-dioxaborolan-2-yl)-[1,2,4]Triazolo[1,5-a]Pyridin-2-amine CC1(OB(OC1(C)C)C1=CC=2N(C=C1)N=C(N2)N)C